CN(C(C#C[C@H](CC(=O)N)NC(=O)[C@H]1N(CCC1)C(=O)C1(CC1)C1=CC=C(C=C1)OC(F)(F)F)=O)C (4S)-N,N-Dimethyl-4-[[(2S)-1-[1-[4-(trifluoromethoxy)phenyl]cyclopropanecarbonyl]-pyrrolidine-2-carbonyl]amino]hex-2-ynediamide